(S,E)-methyl 6-(3,5-dibromothiophene-2-carboxamido)-7-(1-(2-(2-adamantylamino)-2-oxoethyl)-2-oxo-1,2-dihydropyridin-3-ylamino)-7-oxohept-2-enoate BrC1=C(SC(=C1)Br)C(=O)N[C@@H](CC/C=C/C(=O)OC)C(=O)NC=1C(N(C=CC1)CC(=O)NC1C2CC3CC(CC1C3)C2)=O